Ethylmethylketon C(C)C(=O)C